COC1=CC=C(OC2=NC(=NC(=C2)C(F)(F)F)SCC(=O)NC(NC2=CC=C(C=C2)CC)=O)C=C1 ((4-(4-Methoxyphenoxy)-6-(trifluoromethyl)pyrimidin-2-yl)thio)-N-((4-ethylphenyl)carbamoyl)acetamide